BrC1=CC(=C(C=C1)NC(C(F)(F)C1=C(C=C(C=C1)OC1=CC=NC2=CC(=C(C=C12)OC)OC)F)=O)F N-(4-bromo-2-fluorophenyl)-2-(4-((6,7-dimethoxyquinolin-4-yl)oxy)-2-fluorophenyl)-2,2-difluoroacetamide